N-((8-chloro-1,2,3,5,6,7-hexahydro-s-indacen-4-yl)carbamoyl)-4-hydroxy-4-methyl-5,6,7,8-tetrahydro-4H-cyclohepta[b]furan-2-sulfonamide ClC=1C=2CCCC2C(=C2CCCC12)NC(=O)NS(=O)(=O)C1=CC2=C(O1)CCCCC2(C)O